(3S,6R,7R)-12-(benzyloxy)-6-hydroxy-6-(hydroxymethyl)-3-methyl-1,11-dioxo-N-(2,4,6-trifluorobenzyl)-1,4,5,6,7,11-hexahydro-3H-2,7-methanopyrido[1,2-a][1,4]diazonine-10-carboxamide C(C1=CC=CC=C1)OC=1C(C(=CN2C1C(N1[C@H](CC[C@@]([C@H]2C1)(CO)O)C)=O)C(=O)NCC1=C(C=C(C=C1F)F)F)=O